C1(CC1)NC(C1=NC(=C(C=C1)N1CCN(CC1)CC=1C=C2NC(C(=NC2=C(C1)F)C)=O)C)=O N-cyclopropyl-5-(4-((8-fluoro-2-methyl-3-oxo-3,4-dihydroquinoxalin-6-yl)methyl)piperazin-1-yl)-6-methylpicolinamide